C=1(C(O)=CC=C(CC=C)C1)OC.[Cl] chlorine eugenol